(R)-(4-(9-ethyl-2-(3-methoxy-4-phenyl-1H-pyrazol-1-yl)-9H-purin-6-yl)morpholin-3-yl)methanol C(C)N1C2=NC(=NC(=C2N=C1)N1[C@@H](COCC1)CO)N1N=C(C(=C1)C1=CC=CC=C1)OC